OCC1(CN(CC1)C(=O)[O-])C 3-(hydroxymethyl)-3-methylpyrrolidine-1-carboxylate